(+)-N-[2(R)-(acetylsulfanylmethyl)-3-phenylpropanoyl]glycine benzyl ester C(C1=CC=CC=C1)OC(CNC([C@@H](CC1=CC=CC=C1)CSC(C)=O)=O)=O